phenyl (4-(4-(4-(((2R,4R)-2-(2,4-dichlorophenyl)-2-methyl-1,3-dioxolan-4-yl)methoxy)phenyl)piperazin-1-yl)phenyl)carbamate ClC1=C(C=CC(=C1)Cl)[C@@]1(OC[C@H](O1)COC1=CC=C(C=C1)N1CCN(CC1)C1=CC=C(C=C1)NC(OC1=CC=CC=C1)=O)C